Tert-butyloxycarbonylhydrazine C(C)(C)(C)OC(=O)NN